5,5-difluoropiperidine-3-carboxylic acid FC1(CC(CNC1)C(=O)O)F